tert-butyl (5-chloro-3-isopropylpyrazolo[1,5-a]pyrimidin-7-yl)(4-(pyrimidin-2-yl)benzyl)carbamate ClC1=NC=2N(C(=C1)N(C(OC(C)(C)C)=O)CC1=CC=C(C=C1)C1=NC=CC=N1)N=CC2C(C)C